(+)-N-{[4-(difluoromethoxy)-3-fluorophenyl]carbamoyl}-L-isovaline FC(OC1=C(C=C(C=C1)NC(=O)N[C@@](C)(CC)C(=O)O)F)F